2-(2,4-dichlorobenzyl)imidazole tert-butyl-N-[(2S)-1-[5-chloro-3-(dimethylcarbamoyl)-7-[(furan-2-ylmethyl)amino]furo[3,2-b]pyridin-2-yl]propan-2-yl]carbamate C(C)(C)(C)OC(N[C@H](CC1=C(C2=NC(=CC(=C2O1)NCC=1OC=CC1)Cl)C(N(C)C)=O)C)=O.ClC1=C(CC=2NC=CN2)C=CC(=C1)Cl